CN(C(CCCCCCCC)=O)C N,N-dimethylnonanamide